1-(2-((2,6-dimethylphenyl)amino)-2-oxoethyl)-1-((phenyl-d5)methyl)azepan-1-ium chloride [Cl-].CC1=C(C(=CC=C1)C)NC(C[N+]1(CCCCCC1)CC1=C(C(=C(C(=C1[2H])[2H])[2H])[2H])[2H])=O